2-(2-((3-(3,5-dichloropyridin-4-yl)-5-(trifluoromethyl)isoxazol-4-yl)methylene)-7-azaspiro[3.5]non-7-yl)-4-fluoro-N,N-dimethylbenzo[d]thiazole-6-carboxamide ClC=1C=NC=C(C1C1=NOC(=C1C=C1CC2(C1)CCN(CC2)C=2SC1=C(N2)C(=CC(=C1)C(=O)N(C)C)F)C(F)(F)F)Cl